4-bromo-7,7-dimethyl-10-(piperazin-1-yl)indolo[1,2-a]quinazolin-5(7H)-one BrC=1C=2C(N=C3N(C2C=CC1)C1=CC(=CC=C1C3(C)C)N3CCNCC3)=O